Hydroxyethyl-ethylammonium OCC[NH2+]CC